tert-butyl (2R,5S)-4-(7-(4-cyanopyridin-2-yl)-5-cyclobutyl-7H-pyrrolo[2,3-d]pyrimidin-4-yl)-2,5-dimethylpiperazine-1-carboxylate C(#N)C1=CC(=NC=C1)N1C=C(C2=C1N=CN=C2N2C[C@H](N(C[C@@H]2C)C(=O)OC(C)(C)C)C)C2CCC2